NC=1C(=NC(=NC1)NC1(CCOCC1)C)NC1CCC(CC1)C(=O)N (1R,4R)-4-((5-amino-2-((4-methyltetrahydro-2H-pyran-4-yl)amino)pyrimidin-4-yl)amino)cyclohexane-1-carboxamide